NC=1C=C(CN2N=CC3=C(N(C=4C=C(C=CC34)OC3=NC(=CC=C3)F)C)C2=O)C=CC1 3-(3-aminobenzyl)-7-((6-fluoropyridin-2-yl)oxy)-5-methyl-3,5-dihydro-4H-pyridazino[4,5-b]indol-4-one